5-((5-(4-fluorophenyl)-2-(4-(trifluoromethyl)phenyl)-1H-pyrrol-3-yl)methyl)-2,2-dimethyl-1,3-dioxane-4,6-dione FC1=CC=C(C=C1)C1=CC(=C(N1)C1=CC=C(C=C1)C(F)(F)F)CC1C(OC(OC1=O)(C)C)=O